racemic-5-chloro-N-(1-(2-cyano-5-fluorophenyl)ethyl)-2-methoxy-N-methylnicotinamide ClC=1C=NC(=C(C(=O)N(C)[C@H](C)C2=C(C=CC(=C2)F)C#N)C1)OC |r|